4-(4-(((6s,9s)-9-(methoxycarbonyl)-2,2,3,3-tetramethyl-7,12-dioxo-4,11-dioxa-8-aza-3-silatridecan-6-yl)carbamoyl)thiazol-2-yl)-2-methylpiperazine-1-carboxylate COC(=O)[C@@H](NC([C@H](CO[Si](C(C)(C)C)(C)C)NC(=O)C=1N=C(SC1)N1CC(N(CC1)C(=O)[O-])C)=O)COC(C)=O